S1C=C(C=C1)CC1C(NC(S1)=O)=O 5-(thiophen-3-ylmethyl)thiazolidine-2,4-dione